2-(3,4-difluorobenzyl)benzimidazole FC=1C=C(CC=2NC3=C(N2)C=CC=C3)C=CC1F